[C@H](C)(CC)[C@@H]1N(CC2=C(NC1=O)C=CC=C2)C(=O)N(CCS(=O)(=O)C)C (S)-3-((S)-sec-butyl)-N-methyl-N-(2-(methylsulfonyl)ethyl)-2-oxo-1,2,3,5-tetrahydro-4H-benzo[e][1,4]diazepine-4-carboxamide